ClC=1C(=CC=2C(=C3C(=NC2C1)C1=CC2=C(C(N1C3)=O)COC([C@]2(O)CC)=O)CNC(CO)=O)C (S)-N-((8-chloro-4-ethyl-4-hydroxy-9-methyl-3,14-dioxo-3,4,12,14-tetrahydro-1H-pyrano[3',4':6,7]indolizino[1,2-b]quinolin-11-yl)methyl)-2-hydroxyacetamide